FC(OC1=CC=C(C=C1)C1NCCCC1)(F)F 2-(4-(Trifluoromethoxy)phenyl)piperidine